C(C)C1=C(C(=CC=C1)C=CC1=CC=CC=C1)O ethylstilbenol